sodium propylcyclopentadiene C(CC)C1=CC=CC1.[Na]